2-bromo-7-(hydroxymethyl)-7,8-dihydro-[1,4]dioxino[2',3':3,4]benzo[1,2-d]thiazole-4-carbaldehyde BrC=1SC=2C(N1)=C(C=C1C2OCC(O1)CO)C=O